ClC1=CC=C(C=C1)CCC(=O)N1CCN(CC1)C=1C=C(C=NC1)O 5-(4-(3-(4-chlorophenyl)propionyl)piperazin-1-yl)-3-hydroxypyridine